tert-butyl (1-(6-bromo-1-isobutyryl-1H-indol-3-yl)ethyl)(N,N-dimethylsulfamoyl)carbamate BrC1=CC=C2C(=CN(C2=C1)C(C(C)C)=O)C(C)N(C(OC(C)(C)C)=O)S(N(C)C)(=O)=O